FC1=C(CN2C[C@H](CCC2)C2=CC=NC=3N2N=C(C3CNCC3CCOCC3)C)C=CC=C1 (S)-1-(7-(1-(2-Fluorobenzyl)piperidin-3-yl)-2-methylpyrazolo[1,5-a]pyrimidin-3-yl)-N-((tetrahydro-2H-pyran-4-yl)methyl)methanamine